(E)-7-(4-(3-(6,7-dimethoxy-3,4-dihydroisoquinolin-2(1H)-yl)-3-oxoprop-1-en-1-yl)phenoxy)-N-hydroxyheptanamide COC=1C=C2CCN(CC2=CC1OC)C(/C=C/C1=CC=C(OCCCCCCC(=O)NO)C=C1)=O